N-(4-((4-cyano-6-(methylsulfonyl)pyridin-2-yl)amino)-5-(1-methyl-1H-pyrazol-3-yl)pyridin-2-yl)acetamide C(#N)C1=CC(=NC(=C1)S(=O)(=O)C)NC1=CC(=NC=C1C1=NN(C=C1)C)NC(C)=O